C(C)(C)(C)OC(=O)N1C[C@H](CC1)OC1=C(C=C(C(=O)N2CCN(CC2)C(=O)C=2C=C(C=C(C2)F)N2CCN(CC2)C(=O)OC(C)(C)C)C=C1)C1CCC(CC1)CC tert-butyl (S)-4-(3-(4-(4-((1-(tert-butoxycarbonyl)pyrrolidin-3-yl)oxy)-3-(4-ethylcyclohexyl)benzoyl)piperazine-1-carbonyl)-5-fluorophenyl)piperazine-1-carboxylate